(6R,7S,9R)-7-fluoro-9-(4-fluoro-3-methylphenyl)spiro[4.5]decan-6-ol F[C@@H]1[C@@H](C2(CCCC2)C[C@H](C1)C1=CC(=C(C=C1)F)C)O